4-[1-[2-[3-(difluoromethyl)-5-(trifluoromethyl)pyrazol-1-yl]acetyl]-4-piperidyl]-N-tetralin-1-yl-tetrahydrobenzoxazepine-2-carboxamide FC(C1=NN(C(=C1)C(F)(F)F)CC(=O)N1CCC(CC1)C1CN(OC=2C(C1)CC=CC2)C(=O)NC2CCCC1=CC=CC=C21)F